7-Bromo-2-chloro-4-(2-(3-methylbenzylidene)hydrazinyl)-5H-pyrrolo[3,2-d]pyrimidine BrC1=CNC2=C1N=C(N=C2NN=CC2=CC(=CC=C2)C)Cl